[2-[1-(cyclopropylmethyl)-6-(oxetan-3-ylmethoxy)pyrrolo[2,3-b]pyridin-2-yl]-5-methoxy-3-methylimidazo[1,2-a]pyridin-7-yl]methanone C1(CC1)CN1C(=CC=2C1=NC(=CC2)OCC2COC2)C=2N=C1N(C(=CC(=C1)C=O)OC)C2C